C(CCCCC)(=O)OCN1C(C=C(C2=CC=C(C=C12)CCN1CCN(CC1)C1=CC(=CC=2SC=CC21)F)C)=O (7-(2-(4-(6-Fluorobenzo[b]thiophen-4-yl)piperazin-1-yl)ethyl)-4-methyl-2-oxoquinolin-1(2H)-yl)methyl hexanoate